FC1=C(C=C2CN(C(C2=C1)=O)C1C(NC(CC1)=O)=O)N1CCC(CC1)CCN1CC(N(CC1)C1=CC(=CC=C1)B1OC(C(O1)(C)C)(C)C)=O 3-(6-fluoro-1-oxo-5-(4-(2-(3-oxo-4-(3-(4,4,5,5-tetramethyl-1,3,2-dioxaborolan-2-yl)phenyl)piperazin-1-yl)ethyl)piperidin-1-yl)isoindolin-2-yl)piperidine-2,6-dione